1-Isopropyl-2,4-dioxo-3-(pyridin-2-yl)-1,2,3,4-tetrahydropyrimidine-5-carboxylic acid C(C)(C)N1C(N(C(C(=C1)C(=O)O)=O)C1=NC=CC=C1)=O